O1C=C(C=C1)C=1C=C(C(=O)N=C2NCCN2)C=CC1NC1=CC(=CC=C1)C(NCCC1CCOCC1)=O 3-(furan-3-yl)-N-[(2E)-imidazolidin-2-ylidene]-4-[(3-{[2-(oxan-4-yl)ethyl]carbamoyl}phenyl)amino]benzamide